butyl (2-amino-6-fluorophenyl)carbamate NC1=C(C(=CC=C1)F)NC(OCCCC)=O